1,1,1-tri-methylolpropane C(O)C(CC)(CO)CO